6-((4-(cyclopropanecarbonyl)-2-fluorobenzyl)oxy)-3',6'-dihydro-[2,4'-bipyridine]-1'(2'H)-carboxylate C1(CC1)C(=O)C1=CC(=C(COC2=CC=CC(=N2)C=2CCN(CC2)C(=O)[O-])C=C1)F